4-(6-(6-(difluoromethyl)imidazo[1,2-b]pyridazin-3-yl)pyrimidin-4-yl)-7-oxa-4-azaspiro[2.5]octane FC(C=1C=CC=2N(N1)C(=CN2)C2=CC(=NC=N2)N2C1(CC1)COCC2)F